6,8,10-triazatricyclo[9.4.0.02,7]pentadeca-1(11),2(7),3,5,12,14-hexaene-13-carbonitrile C1=2C=3C=CC=NC3NCNC2C=C(C=C1)C#N